COC(\C=C\C1=CC=C(C=C1)NC1=NC=CC(=N1)N[C@@H]1CC[C@H](CC1)O)=O (E)-3-(4-((4-(((trans)-4-hydroxycyclohexyl)amino)pyrimidin-2-yl)amino)phenyl)acrylic acid methyl ester